(S)-2-((1-(5-(bis(4-fluorophenyl)methyl)-1-methyl-1,2,4-triazol-3-yl)ethyl)carbamoyl)-4-methoxypyridin-3-yl propionate C(CC)(=O)OC=1C(=NC=CC1OC)C(N[C@@H](C)C1=NN(C(=N1)C(C1=CC=C(C=C1)F)C1=CC=C(C=C1)F)C)=O